COC=1C=C(C=CC1)C1=NC(=C(C=C1C(=O)C1=CC=CC=C1)C(=O)C1=CC=CC=C1)C1=CC(=CC=C1)OC 2,6-Bis(3-methoxyphenyl)pyridine-3,5-diyl-bis(phenylmethanone)